Cl.N1CC(C1)NC1CCN(CC1)C1=NC=C(C=N1)C=1C=CC=2N(C1)C(=C(N2)CC)N(C=2SC(=C(N2)C2=CC=C(C=C2)F)C#N)C 2-((6-(2-(4-(azetidin-3-ylamino)piperidin-1-yl)pyrimidin-5-yl)-2-ethylimidazo[1,2-a]pyridin-3-yl)(methyl)amino)-4-(4-fluorophenyl)thiazole-5-carbonitrile hydrochloride